NC1=CC=C(C=C1)CC1=C(C=C(N)C=C1)C(C)C 4-((4-aminophenyl)methyl)-3-isopropylaniline